4,5-dihydro-1H-imidazol-3-ium N1C=[NH+]CC1